C1CN(CCC12CCNCC2)CC2CCN(CC2)C2=CC=C1C(=NN(C1=C2)C)C2C(NC(CC2)=O)=O 3-(6-(4-((3,9-diazaspiro[5.5]undecan-3-yl)methyl)piperidin-1-yl)-1-methyl-1H-indazol-3-yl)piperidine-2,6-dione